5-chloro-4-(3-chloro-2-fluoro-6-(4-(trifluoromethyl)-1H-1,2,3-triazol-1-yl)phenyl)pyridin-2(1H)-one ClC=1C(=CC(NC1)=O)C1=C(C(=CC=C1N1N=NC(=C1)C(F)(F)F)Cl)F